ethyl 3-methyl-1-(4-methylbenzenesulfonyl)-4-(1-(6-(trifluoromethyl)pyridin-3-yl)ethenyl)-1H-pyrrole-2-carboxylate CC1=C(N(C=C1C(=C)C=1C=NC(=CC1)C(F)(F)F)S(=O)(=O)C1=CC=C(C=C1)C)C(=O)OCC